P(=S)(OCCOC(C=C)=O)([O-])[O-] acryloyloxyethyl thiophosphate